methyl 5-(bromomethyl)-2-fluorobenzoate BrCC=1C=CC(=C(C(=O)OC)C1)F